tert-Butyl (3-cyano-4-(3-((3R,4R)-3-(dimethylamino)-4-fluoropyrrolidin-1-yl)-5-fluoro-7,9-dihydrofuro[3,4-f]quinazolin-6-yl)-7-fluorothieno[3,2-c]pyridin-2-yl)carbamate C(#N)C1=C(SC2=C1C(=NC=C2F)C=2C1=C(C=3C=NC(=NC3C2F)N2C[C@H]([C@@H](C2)F)N(C)C)COC1)NC(OC(C)(C)C)=O